BrC=1C=C(C2=C(CCO2)C1)S(=O)(=O)NC=1C=NC=2CCNC(C2C1)=O 5-Bromo-N-(5-oxo-5,6,7,8-tetrahydro-1,6-naphthyridin-3-yl)-2,3-dihydrobenzofuran-7-sulfonamide